FC=1C=NC=C(C1C(C1=CC=C(C=C1)OC(F)(F)F)F)C1=CN=CO1 3-fluoro-4-[fluoro[4-(trifluoromethoxy)phenyl]methyl]-5-(5-oxazolyl)pyridine